ClC=1SC(=C(N1)C1=CC=C(C=C1)O)C1CC1 4-(2-chloro-5-cyclopropylthiazol-4-yl)phenol